2-(2-chlorophenyl)-5-(1,3,4,5-tetrahydrobenzo[c]oxepin-4-yl)-4,5,6,7-tetrahydro-3H-imidazo[4,5-c]pyridine ClC1=C(C=CC=C1)C1=NC2=C(CN(CC2)C2CC3=C(COC2)C=CC=C3)N1